BrC=1C=C(C(=C(C(=O)N(C)OC)C1)F)Cl 5-bromo-3-chloro-2-fluoro-N-methoxy-N-methylbenzamide